4-chloro-7-{1-[1-(2-fluorophenyl)-1H-1,2,3-triazol-4-yl]Ethyl}-5-[4-methoxy-2-(trifluoromethyl)pyrimidin-5-yl]-7H-pyrrolo[2,3-d]Pyrimidine ClC=1C2=C(N=CN1)N(C=C2C=2C(=NC(=NC2)C(F)(F)F)OC)C(C)C=2N=NN(C2)C2=C(C=CC=C2)F